FC(C1=C(C=CC=C1)C1CCN(CC1)C(=O)C1=NN=C2N1C=C(C=C2)C(=O)O)(F)F 3-(4-(2-(trifluoromethyl)phenyl)piperidine-1-carbonyl)-[1,2,4]triazolo[4,3-a]pyridine-6-carboxylic acid